COC(=O)[C@@H]1C(=C([C@H]1C1=CC=CC=C1)C1=CC2=C(OCO2)C=C1)C1SCCCS1 trans-3-(benzodioxol-5-yl)-2-(1,3-dithian-2-yl)-4-phenylcyclobut-2-ene-1-carboxylic acid methyl ester